(R)-7-methyl-5-(tributylstannyl)-N-(1,1,1-trifluoropropan-2-yl)pyrazolo[1,5-a]Pyrimidine-3-carboxamide CC1=CC(=NC=2N1N=CC2C(=O)N[C@@H](C(F)(F)F)C)[Sn](CCCC)(CCCC)CCCC